FC1C(CCC1)=NNC(OC(C)(C)C)=O tert-Butyl N-[(2-fluorocyclopentylidene)amino]carbamate